C(N)(=O)C1=C(N(N=C1C1=CC=C(C=C1)CC(=O)NC1=CC(=NO1)CC1CCC1)C(C)C)NC(OC(C)(C)C)=O tert-Butyl N-[4-carbamoyl-5-[4-[2-[[3-(cyclobutylmethyl)isoxazol-5-yl]amino]-2-oxo-ethyl]phenyl]-2-isopropyl-pyrazol-3-yl]carbamate